4-(tert-butyl)-2-ethoxy-1H-imidazole C(C)(C)(C)C=1N=C(NC1)OCC